2-cyclohexen-1-yl-(trimethyl)silane C1(C=CCCC1)[Si](C)(C)C